CC(=CCCl)CCC=C(C)C 3,7-dimethyl-octa-2,6-dienyl chloride